[N+](=O)([O-])C1=CC=C(C(=O)OC2COCC2CNC(=O)OC(C)(C)C)C=C1 4-(((tertbutoxy carbonyl)amino)methyl)tetrahydrofuran-3-yl 4-nitrobenzoate